P(=O)(OC=1[C@@H](N=C(C2=C(N1)C=NC(=C2Cl)C(F)(F)F)C2=C(C=CC=C2F)F)C)(OC2=CC=CC=C2)OC2=CC=CC=C2 [(3S)-6-chloro-5-(2,6-difluorophenyl)-3-methyl-7-(trifluoromethyl)-3H-pyrido[3,4-e][1,4]diazepin-2-yl] diphenyl phosphate